ClC=1N=C(C2=C(N1)C(=C(N=C2OC)Cl)F)N2C[C@H]1CC[C@@H](C2)N1C(=O)OC(C)(C)C tert-butyl (1R,5S)-3-(2,7-dichloro-8-fluoro-5-methoxypyrido[4,3-d]pyrimidin-4-yl)-3,8-diazabicyclo[3.2.1]octane-8-carboxylate